3-[3-acetyl-6-[5-[(6-methylpyridazin-3-yl)amino]benzimidazol-1-yl]-2-pyridyl]furan-2-carbonitrile C(C)(=O)C=1C(=NC(=CC1)N1C=NC2=C1C=CC(=C2)NC=2N=NC(=CC2)C)C2=C(OC=C2)C#N